N[C@H]1C[C@@H](NC1)C(=O)O (2r,4s)-4-aminoproline